C1=CC=CC=2C3=CC=CC=C3C(C12)COC(=O)NC(C(=O)O)C(C(=O)O)O 2-((((9H-fluoren-9-yl)methoxy)carbonyl)amino)-3-hydroxysuccinic acid